ON=C(N)C1=NC=CN=C1 N'-hydroxypyrazine-2-formamidine